5-(5-hydroxypentyl)-1-methyl-1H-pyrazole-4-carboxylic acid tert-butyl ester C(C)(C)(C)OC(=O)C=1C=NN(C1CCCCCO)C